(S)-3-(3-fluoro-4-methoxyphenyl)-3-(3-(4-(5,6,7,8-tetrahydro-1,8-naphthyridin-2-yl)butyl)azetidin-1-yl)propionic acid FC=1C=C(C=CC1OC)[C@H](CC(=O)O)N1CC(C1)CCCCC1=NC=2NCCCC2C=C1